5-hydroxypentan-2-yl (2-(pyrrolidin-1-yl)ethyl)carbamate N1(CCCC1)CCNC(OC(C)CCCO)=O